FC1([C@@H](CN2C(N(C[C@@H]21)C2=NOC1=C2C(=CC=C1)C1=C(C=C(C=C1F)F)F)=O)NS(=O)(=O)CC)F N-{(6R,7aR)-7,7-difluoro-3-oxo-2-[4-(2,4,6-trifluorophenyl)-1,2-benzoxazol-3-yl]hexahydro-1H-pyrrolo[1,2-c]imidazol-6-yl}ethanesulfonamide